Methyl (1r,4r)-4-aminocyclohexane-1-carboxylate COC(=O)C1CCC(CC1)N